C(C)(CC)C1=CC=C(CCC2CCN(CC2)S(=O)(=O)C=2C=C(N(C2)C)C(=O)O)C=C1 4-((4-(4-(sec-butyl)phenethyl)piperidin-1-yl)sulfonyl)-1-methyl-1H-pyrrole-2-carboxylic acid